P(=O)(OOC(CCCCCCCCCCCCCCC)CC(C)C)([O-])[O-] isobutylhexadecyloxy phosphate